FC1=C(C=CC(=C1)F)C1=NC(=NC2=NC(=C(N=C12)C)C)[C@H]1C[C@H](OCC1)C1=CC(=NC=C1)C 4-(2,4-difluorophenyl)-6,7-dimethyl-2-((2S,4R)-2-(2-methyl-4-pyridinyl)tetrahydro-2H-pyran-4-yl)pteridine